2,2-dimethylpropyl vinylsulphonate C(=C)S(=O)(=O)OCC(C)(C)C